C[As]([O-])(=O)[O-].[Na+].[Na+] Sodium Methanearsonate